CN(CC=C1C(N(C2CC12)C=1C=CC=2N=CN=C(C2N1)NC1=CC(=C(C=C1)OC1=CC=2N(C=C1)N=CN2)C)=O)C 4-[2-(dimethylamino)ethylidene]-2-{4-[(3-methyl-4-{[1,2,4]triazolo[1,5-a]pyridin-7-yloxy}phenyl)amino]pyrido[3,2-d]pyrimidin-6-yl}-2-azabicyclo[3.1.0]hexan-3-one